BrC1=C(C=C2C(=N1)C(CN2C(C)=O)(C)C)CC2=CC=C(C=C2)F 1-(5-bromo-6-(4-fluorobenzyl)-3,3-dimethyl-2,3-dihydro-1H-pyrrolo[3,2-b]pyridin-1-yl)ethan-1-one